C(C)C1C(CNCC1)C=1OC(=CN1)C1=CC(=C(C=C1)OC)C 2-(4-ethyl-3-piperidyl)-5-(4-methoxy-3-methyl-phenyl)oxazole